ClC1=CC(=C(C=C1)C1=CC=C2CN(C(C2=C1)=O)C1=NC(=CC(=C1)C(C)NCC1CC1)C)C1=NN=CN1C 6-(4-Chloro-2-(4-methyl-4H-1,2,4-triazol-3-yl)phenyl)-2-(4-(1-((cyclopropyl-methyl)amino)ethyl)-6-methylpyridin-2-yl)isoindolin-1-one